7-amino-1,4-dihydro-4-oxo-3,6-quinolinedicarboxylic acid NC1=C(C=C2C(C(=CNC2=C1)C(=O)O)=O)C(=O)O